1-phenyl-3-(1-phenylethyl)urea C1(=CC=CC=C1)NC(=O)NC(C)C1=CC=CC=C1